[NH4+].OC1=C(N=NN1)C1=CC=CC=C1 hydroxyl-phenyl-triazole ammonium salt